C(C(C)C)N1C2(N(CCN(CC1)CCN2CC(C)C)CC(C)C)P(=O)=O 2,8,9-Triisobutyl-2,5,8,9-tetraaza-1-phosphobicyclo[3.3.3]undecane